C(=O)(OC(C)(C)C)N[C@H](CC1=CC=C(C=C1)C(N)C(=O)OCC1C2=CC=CC=C2C2=CC=CC=C12)C(=O)O Boc-4-(Fmoc-aminomethyl)-D-phenylalanine